phenylisoxazolylmethylene-naphthalene C1(=CC=CC=C1)C1C(C2=CC=CC=C2C=C1)=CC1=NOC=C1